N1=CC(=CC=C1)C=C1N2CCC(C1=O)CC2 2-((3-pyridinyl)methylene)quinuclidin-3-one